methyl 4-amino-5-bromo-pyridine-2-carboxylate NC1=CC(=NC=C1Br)C(=O)OC